OC1=C(C(=CC(=C1)C(F)(F)F)C)C1=CC=C(N=N1)COC1CCN(CC1)C(=O)OC(C)(C)C tert-butyl 4-[[6-[2-hydroxy-6-methyl-4-(trifluoromethyl)phenyl]pyridazin-3-yl]methoxy]piperidine-1-carboxylate